5-methoxy-6-chloropyrimidine COC=1C=NC=NC1Cl